C(#N)N1[C@H]2[C@@H](C[C@@H]1CC2)NC(=O)C2=NC=CC(=C2)C2=CC(=CC(=C2)Cl)Cl N-((1R,2R,4S)-7-cyano-7-azabicyclo[2.2.1]heptan-2-yl)-4-(3,5-dichlorophenyl)-2-pyridinecarboxamide